C1C[NH+](CCC1(C2=CC=CC=C2)C(=O)O)CCC(C#N)(C3=CC=CC=C3)C4=CC=CC=C4.[Cl-] The molecule is the hydrochloride salt of difenoxin. It has similar actions and uses to diphenoxylate hydrochloride, being administered for the symptomatic treatment of acute and chronic diarrhoea. In an attempt to discourage abuse (at high doses, difenoxin acts like morphine), preparations usually contain subclinical amounts of atropine sulfate. It has a role as an antidiarrhoeal drug. It contains a difenoxin.